NCC=1OC2=C(C1)C=C(C=C2C(F)F)C2=CC=C(C=C2)C(=O)N2CCOCC2 (4-(2-(aminomethyl)-7-(difluoromethyl)benzofuran-5-yl)phenyl)(morpholino)methanone